3,4-dichloro-6-[6-(diethylphosphoryl)pyridin-3-yl]-7-fluoro-2-methyl-1,5-naphthyridine ClC=1C(=NC2=CC(=C(N=C2C1Cl)C=1C=NC(=CC1)P(=O)(CC)CC)F)C